3-(benzyloxy)-8-(3-(4,4-dimethyl-4,5-dihydrooxazol-2-yl)bicyclo[1.1.1]pentan-1-yl)-6H-benzo[c]chromen-6-one C(C1=CC=CC=C1)OC1=CC=C2C3=C(C(OC2=C1)=O)C=C(C=C3)C31CC(C3)(C1)C=1OCC(N1)(C)C